ClC=1C=CC(=C(C1)[C@]12[C@H](C=3N(C(NC3CC(C(=O)OCC)C(=O)OCC)=S)C1)C2)F diethyl 2-(((5aS,6aR)-5a-(5-chloro-2-fluorophenyl)-3-thioxo-2,3,5,5a,6,6a-hexahydrocyclopropa[3,4]pyrrolo[1,2-c]imidazol-1-yl)methyl)malonate